2-(Phenyl-2,4,6-d3)morpholin-5,5-d2 C1(=C(C=C(C=C1[2H])[2H])[2H])C1CNC(CO1)([2H])[2H]